N1=C(N=CC(=C1)[C@H]1[C@@H](C1)C=1C=CC2=C(N=C(S2)C)C1)C1=NC=CC=N1 trans-5-(2-([2,2'-bipyrimidin]-5-yl)cyclopropyl)-2-methylbenzo[d]thiazole